triazaspiro[3.4]octan-6-one N1NNC12CC(CC2)=O